C(C)(C)(C)OC(=O)N[C@H](C(=O)OCC1=CC=CC=C1)CC1=NC(=NO1)C1=CC(=CC=C1)[C@H]1COC2=C(O1)C=CC=C2 benzyl (S)-2-((tert-butoxycarbonyl)amino)-3-(3-(3-((S)-2,3-dihydrobenzo[b][1,4]-dioxin-2-yl)phenyl)-1,2,4-oxadiazol-5-yl)propanoate